5-pyridinamine N1=CC=CC(=C1)N